1-[[2-(4-ethoxyphenyl)-2-methylpropoxy]methyl]-3-phenoxybenzene C(C)OC1=CC=C(C=C1)C(COCC1=CC(=CC=C1)OC1=CC=CC=C1)(C)C